BrC1=CC=C(C=C1)NC(=O)N1[C@H](CCC1)C(=O)NC1=CC=C(C=C1)C1=CC=C(C=C1)C(=O)O 4'-({1-[(4-bromophenyl)carbamoyl]-D-prolyl}amino)[1,1'-biphenyl]-4-carboxylic acid